FC1=C(C(=O)N[C@@H]2CN(C[C@@H]2F)C(=O)C2(CC2)F)C=CC(=C1)F 2,4-difluoro-N-[(3R,4S)-4-fluoro-1-(1-fluorocyclopropanecarbonyl)pyrrolidin-3-yl]benzamide